C(C)(=O)O[C@H]1CN(C[C@H](C1OC(C)=O)OC(C)=O)CC1=C(C=C(C=C1F)OCCCC)F (3S,4r,5R)-1-(4-butoxy-2,6-difluorobenzyl)piperidine-3,4,5-triyl triacetate